ClC1=CC(=C(OCC2=NN(C3=NC=CC=C32)C(=O)OC(C)(C)C)C=C1C)C1=CC=NO1 tert-Butyl 3-[(4-chloro-2-isoxazol-5-yl-5-methyl-phenoxy)methyl]pyrazolo[3,4-b]pyridine-1-carboxylate